C(C(C)C)NC=1N=CC2=C(N1)NC=C2C=2C=CC=1N(N2)C=C(N1)C N-isobutyl-5-(2-methylimidazo[1,2-b]pyridazin-6-yl)-7H-pyrrolo[2,3-d]pyrimidin-2-amine